Cl.N[C@@H](C(=O)N1[C@@H](CC1)C(=O)NCC=1C=C2C(=CNC2=CC1)Cl)CCCCN1CCCCC1 (2S)-1-[(2R)-2-Amino-6-(piperidin-1-yl)hexanoyl]-N-[(3-chloro-1H-indol-5-yl)methyl]azetidine-2-carboxamide hydrochloride